7-fluoro-2-(3-fluorophenyl)[1,2,4]triazolo[1,5-c]quinazolin-5(6H)-one FC1=CC=CC=2C=3N(C(NC12)=O)N=C(N3)C3=CC(=CC=C3)F